2-amino-3-methyl-9H-pyrido[2,3-b]Indole NC=1C(=CC2=C(NC3=CC=CC=C23)N1)C